C(C)OC1=CC=C(C=C1)/C=C/C(=O)N[C@@H](CCC(=O)OCC)C(=O)OCC Diethyl (E)-(3-(4-ethoxyphenyl)acryloyl)-L-glutamate